(R)-2-((((9H-fluoren-9-yl)methoxy)carbonyl)(methyl)amino)-3-(((4-methoxyphenyl)diphenylmethyl)thio)-2-methylpropanoic acid C1=CC=CC=2C3=CC=CC=C3C(C12)COC(=O)N([C@](C(=O)O)(CSC(C1=CC=CC=C1)(C1=CC=CC=C1)C1=CC=C(C=C1)OC)C)C